CC=1C=CC=C2C=CN=C(C12)N(C(=O)N1CCC(CC1)C1=NN=CC2=CC=CC=C12)[C@H]1CNCCC1 (R)-N-(8-methylisoquinolin-1-yl)-4-(phthalazin-1-yl)-N-(piperidin-3-yl)piperidine-1-carboxamide